mercapto-N-(2-(quinolin-2-ylamino)pyrimidin-5-yl)acetamide SCC(=O)NC=1C=NC(=NC1)NC1=NC2=CC=CC=C2C=C1